(R and S)-5-(3-{2-[(6-methoxy-2-methyl-1,2,3,4-tetrahydroisoquinolin-7-yl)amino]quinazolin-7-yl}phenyl)pyrrolidin-2-one COC=1C=C2CCN(CC2=CC1NC1=NC2=CC(=CC=C2C=N1)C=1C=C(C=CC1)[C@H]1CCC(N1)=O)C |r|